4-((5-(methoxycarbonyl)thiophen-2-yl)ethynyl)piperidine-1-carboxylic acid tert-butyl ester C(C)(C)(C)OC(=O)N1CCC(CC1)C#CC=1SC(=CC1)C(=O)OC